ethylene disulfone C1CS(=O)(=O)S1(=O)=O